4-(4-bromophenyl-2,3,5,6-d4)-dibenzofuran BrC1=C(C(=C(C(=C1[2H])[2H])C1=CC=CC2=C1OC1=C2C=CC=C1)[2H])[2H]